Cl.COC(=O)C1NCC(=C1)C1=CC(=C(C=C1)OC(F)F)OCC1=CC=CC=C1 4-(3-(benzyloxy)-4-(difluoromethoxy)phenyl)-2,5-dihydro-1H-pyrrole-2-carboxylic acid methyl ester hydrochloride